Cl[Cu-2](Cl)(Cl)Cl.[Li+].[Li+] dilithium tetrachlorocopper (II)